C(#N)C=1C=NN(C1)C[C@](C(=O)NC1=CC(=C(C=C1)C#N)C(F)(F)F)(C)OCC(C(=O)OC)=C (S)-Methyl 2-(((3-(4-cyano-1H-pyrazol-1-yl)-1-((4-cyano-3-(trifluoromethyl)phenyl) amino)-2-methyl-1-oxopropan-2-yl)oxy)methyl)acrylate